N-(4,6-dichloro-1,3,5-triazin-2-yl)-4-hydroxy-aniline-1-butanesulfonic acid ClC1=NC(=NC(=N1)Cl)NC1(CC=C(C=C1)O)CCCCS(=O)(=O)O